Nona-Arginine C(C[C@@H](C(=O)N[C@@H](CCCN=C(N)N)C(=O)N[C@@H](CCCN=C(N)N)C(=O)N[C@@H](CCCN=C(N)N)C(=O)N[C@@H](CCCN=C(N)N)C(=O)N[C@@H](CCCN=C(N)N)C(=O)N[C@@H](CCCN=C(N)N)C(=O)N[C@@H](CCCN=C(N)N)C(=O)N[C@@H](CCCN=C(N)N)C(=O)O)N)CN=C(N)N